Acetyl-Methionin C(C)(=O)N[C@@H](CCSC)C(=O)O